BrC1=CC=C(C=C1)C1=CC=C(C=C1)C1CC(C2=CC=CC=C2C1)C=1C(SC2=C(C1O)C=CC=C2)=O 3-[3-(4'-bromo[1,1'-biphenyl]-4-yl)-1,2,3,4-tetrahydronaphth-1-yl]-4-hydroxy-2H-1-benzothiopyran-2-one